(3-phenoxyphenyl)-methyl-(1R)-cis-trans-2,2-dimethyl-3-(2-methyl-1-propenyl)-cyclopropanecarboxylate O(C1=CC=CC=C1)C=1C=C(C=CC1)C1(C([C@]1(C(=O)[O-])C)(C)C)C=C(C)C